6-hydroxy-3,4-dihydronaphthalen-1-one OC=1C=C2CCCC(C2=CC1)=O